C(#C)C=1SC=C(N1)NC(=O)N[C@@H](CO)C1=CC=C(C=C1)C1=CC(=CC=C1)S(=O)(=O)C (R)-1-(2-ethynylthiazol-4-yl)-3-(2-hydroxy-1-(3'-(methylsulfonyl)-[1,1'-biphenyl]-4-yl)ethyl)urea